BrCC1=CC=C(C=C1)C1=NOC(=N1)C1CC(CC1)(F)F 3-[4-(bromomethyl)phenyl]-5-(3,3-difluorocyclopentyl)-1,2,4-oxadiazole